(R)-1-(4-((4-((2-fluoro-4-((2-(3-fluoropiperidin-1-yl)pyridin-4-yl)oxy)phenyl)amino)-7-methoxyquinazolin-6-yl)amino)piperidin-1-yl)prop-2-en-1-one FC1=C(C=CC(=C1)OC1=CC(=NC=C1)N1C[C@@H](CCC1)F)NC1=NC=NC2=CC(=C(C=C12)NC1CCN(CC1)C(C=C)=O)OC